methylpiperidin-3-ol CN1CC(CCC1)O